C(C)C1CCC(=O)O1 γ-ethyl-γ-butyrolactone